COC1=C(C2=C(C=N1)C=NN2C([2H])([2H])[2H])N(S(=O)(=O)C=2C=NN(C2)C2=NC=CC(=C2)C(F)(F)F)C N-(6-methoxy-1-(methyl-d3)-1H-pyrazolo[4,3-c]pyridin-7-yl)-N-methyl-1-(4-(trifluoromethyl)pyridin-2-yl)-1H-pyrazole-4-sulfonamide